C([C@H]([C@@H](CO)O)O)C(=O)C(=O)O The molecule is the 2-dehydro-3-deoxy derivative of D-galactonic acid. It has a role as an Escherichia coli metabolite. It is a ketoaldonic acid and a hexonic acid. It derives from a galactonic acid. It is a conjugate acid of a 2-dehydro-3-deoxy-D-galactonate. It is an enantiomer of a 2-keto-3-deoxy-L-galactonic acid.